heptanyl chloride C(CCCCCC)Cl